(1R,5S)-tert-butyl 3-(2,7-dichloro-8-fluoropyrido[4,3-d]pyrimidin-4-yl)-3,8-diazabicyclo[3.2.1]octane-8-carboxylate ClC=1N=C(C2=C(N1)C(=C(N=C2)Cl)F)N2C[C@H]1CC[C@@H](C2)N1C(=O)OC(C)(C)C